Cl.C[C@@H]1CN(C[C@@H](N1)C)C1=NC=C(N=C1)C(F)(F)F 2-(cis-3,5-dimethylpiperazin-1-yl)-5-(trifluoromethyl)pyrazine hydrochloride